(3R,8S*)-N-(2-Bromo-3-fluoropyridin-4-yl)-8,11,11-trifluoro-8-(hydroxymethyl)-3-methyl-3,4,8,9,10,11-hexahydro-1H-pyrido[4',3':3,4]pyrazolo[1,5-a]azepine-2(7H)-carboxamide BrC1=NC=CC(=C1F)NC(=O)N1CC=2C(=NN3C2C(CC[C@](C3)(CO)F)(F)F)C[C@H]1C |o1:21|